N-(3-(dimethylamino)benzyl)-N-(3-methoxybenzyl)-2-((2-(2-morpholinoethoxy)ethoxy)methyl)pyridin-4-amine CN(C=1C=C(CN(C2=CC(=NC=C2)COCCOCCN2CCOCC2)CC2=CC(=CC=C2)OC)C=CC1)C